(7R,8S)-8-((S)-3-(((Benzyloxy)carbonyl)amino)-2-oxopyrrolidin-1-yl)-1,4-dioxaspiro[4.5]decane-7-carboxylic acid C(C1=CC=CC=C1)OC(=O)N[C@@H]1C(N(CC1)[C@@H]1[C@@H](CC2(OCCO2)CC1)C(=O)O)=O